C[C@H]1[C@H](C(CN2CCN(CC2)C2=NC(=NC(=C2)N2CCCC2)N2CCCC2)=O)[C@]2(CC=C3[C@]4(C=CC(C=C4CC[C@H]3[C@@H]2C1)=O)C)C 16α-methyl-21-[4-[2,6-bis(1-pyrrolidinyl)-4-pyrimidinyl]-1-piperazinyl]pregna-1,4,9(11)-triene-3,20-dione